4-[(3R,4R)-3-fluoro-1-(3-fluoropyrazolo[1,5-a]pyrimidin-7-yl)piperidine-4-carbonyl]-3,5-dihydro-2H-pyrido[3,4-f][1,4]oxazepine-9-Carbonitrile F[C@H]1CN(CC[C@@H]1C(=O)N1CCOC2=C(C1)C=NC=C2C#N)C2=CC=NC=1N2N=CC1F